bis(ethylenediamine) lactate C(C(O)C)(=O)O.C(CN)N.C(CN)N